(2S,4R)-4-fluoro-N-(6-(trifluoromethoxy)pyridin-2-yl)pyrrolidine-2-carboxamide hydrochloride Cl.F[C@@H]1C[C@H](NC1)C(=O)NC1=NC(=CC=C1)OC(F)(F)F